dimethyl-[bis(2,3-dimethyl-4-phenylcyclopenta[b]indolyl)]zirconium dichloride [Cl-].[Cl-].C[Zr](C1C(=C(C=2N(C=3C=CC=CC3C21)C2=CC=CC=C2)C)C)(C2C(=C(C=1N(C=3C=CC=CC3C12)C1=CC=CC=C1)C)C)C